S1C(=NC2=C1C=CC=C2)S(=O)(=O)CCCCC(=O)O 5-(BENZO[D]THIAZOL-2-YLSULFONYL)PENTANOIC ACID